(1R,4R,7R)-2-{2-[1-(cyclopropylmethyl)-1H-indol-2-yl]-7-methoxy-1-[(pyridin-2-yl)methyl]-1H-1,3-benzodiazole-5-carbonyl}-2-azabicyclo[2.2.1]heptan-7-amine C1(CC1)CN1C(=CC2=CC=CC=C12)C1=NC2=C(N1CC1=NC=CC=C1)C(=CC(=C2)C(=O)N2[C@@H]1CC[C@H](C2)[C@H]1N)OC